The molecule is a member of the class of N-nitrosoureas that is 1,3-bis(2-chloroethyl)urea in which one of the nitrogens is substituted by a nitroso group. It has a role as an alkylating agent and an antineoplastic agent. It is a member of N-nitrosoureas and an organochlorine compound. C(CCl)NC(=O)N(CCCl)N=O